tert-butyl 11,11-difluoro-8-hydroxy-8-vinyl-3,4,8,9,10,11-hexahydro-1H-pyrido[4',3':3,4]pyrazolo[1,5-a]azepine-2(7H)-carboxylate FC1(C=2N(CC(CC1)(C=C)O)N=C1C2CN(CC1)C(=O)OC(C)(C)C)F